C(#N)CCNC(C(=O)O)CCCNCCC#N 2,5-bis(2-cyanoethylamino)pentanoic acid